NC1=NC=NN2C1=C(C=C2C=2C=C(C(=NC2)OC)C(=O)N[C@@H]2CN(C[C@@H]2F)C(=O)OC2CC(C2)(F)F)CN2CCC(CC2)(F)F 3,3-difluorocyclobutyl (3R,4S)-3-(5-{4-amino-5-[(4,4-difluoropiperidin-1-yl)methyl]pyrrolo[2,1-f][1,2,4]triazin-7-yl}-2-methoxypyridine-3-amido)-4-fluoropyrrolidine-1-carboxylate